(3S,4R)-N-(4-((1R,3R)-2-(bicyclo[1.1.1]pentan-1-yl)-3-methyl-2,3,4,9-tetrahydro-1H-pyrido[3,4-b]indol-1-yl)phenyl)-4-fluoro-1-propylpyrrolidin-3-amine C12(CC(C1)C2)N2[C@@H](C=1NC3=CC=CC=C3C1C[C@H]2C)C2=CC=C(C=C2)N[C@H]2CN(C[C@H]2F)CCC